gamma-(3-nitro-benzyl)-proline [N+](=O)([O-])C=1C=C(CC2C[C@H](NC2)C(=O)O)C=CC1